((7R)-7-Amino-2-azabicyclo[2.2.1]heptan-2-yl)(2-(1-(cyclopropylmethyl)-6-((R)-3-hydroxypiperidin-1-yl)-1H-pyrrolo[2,3-b]pyridin-2-yl)-3-methylpyrazolo[1,5-a]pyridin-6-yl)methanone N[C@H]1C2N(CC1CC2)C(=O)C=2C=CC=1N(C2)N=C(C1C)C1=CC=2C(=NC(=CC2)N2C[C@@H](CCC2)O)N1CC1CC1